Cl.COC1=CC=C(ON(C)C(CC)C=2SC=CC2)C=C1 (4-Methoxyphenoxy)-1-(thien-2-yl)-N-methylpropylamine hydrochloride